F[P-](F)(F)(F)(F)F.[Re+] Rhenium (I) (hexafluorophosphate) salt